tert-butyl 8-[4-[(9S)-4,5,9,13-tetramethyl-3-thia-1,8,11,12-tetrazatricyclo[8.3.0.02,6]trideca-2(6),4,7,10,12-pentaen-7-yl]phenyl]-2-azaspiro[4.4]nonane-2-carboxylate CC=1SC=2N3C(=NN=C3[C@@H](N=C(C2C1C)C1=CC=C(C=C1)C1CCC2(CCN(C2)C(=O)OC(C)(C)C)C1)C)C